2-[2-(tert-butoxycarbonylamino) propyl]-6-methoxy-pyridine-3-carboxylate C(C)(C)(C)OC(=O)NC(CC1=NC(=CC=C1C(=O)[O-])OC)C